ClC1=CC(=CN=N1)NC(C1=C(C=CC(=C1)C(F)(F)F)F)=O N-(6-Chloropyridazin-4-yl)-2-fluoro-5-(trifluoromethyl)benzamide